C(C1=CC=C(C=C1)C(C(C)(C)O)=O)C1=CC=C(C=C1)C(C(C)(O)C)=O 1'-(methylene-bis-4,1-phenylene)bis[2-hydroxy-2-methyl-1-propanone]